COC1CN(C1)C=1C=C2C(=NC=NN2C1)C1=CC(=C(C=C1)CN)C (4-(6-(3-methoxyazetidin-1-yl)pyrrolo[2,1-f][1,2,4]triazin-4-yl)-2-methylphenyl)methanamine